N-{4-[4-amino-7-(trans-4-hydroxycyclohexyl)pyrrolo[2,1-f][1,2,4]triazin-5-yl]-3-fluorophenyl}-2-oxo-1-phenyl-1,2-dihydropyridine-3-carboxamide NC1=NC=NN2C1=C(C=C2[C@@H]2CC[C@H](CC2)O)C2=C(C=C(C=C2)NC(=O)C=2C(N(C=CC2)C2=CC=CC=C2)=O)F